N[C@@H](CNC1=NC(=C2C(=N1)N(N=C2)C)NC(COC)(C)C)C2=CC=CC=C2 N6-[(2R)-2-amino-2-phenyl-ethyl]-N4-(2-methoxy-1,1-dimethyl-ethyl)-1-methyl-pyrazolo[3,4-d]pyrimidine-4,6-diamine